N-((2-(methylsulfonyl)phenyl)(p-tolyl)methyl)-2-oxo-6-(trifluoromethyl)-1,2-dihydropyridine-3-carboxamide CS(=O)(=O)C1=C(C=CC=C1)C(NC(=O)C=1C(NC(=CC1)C(F)(F)F)=O)C1=CC=C(C=C1)C